tert-butyl 4-[2-[(6-fluoro-2-methyl-3,4-dihydro-1H-isoquinolin-7-yl)amino]-8-methyl-7-oxo-pyrido[2,3-d]pyrimidin-6-yl]-8-methyl-2,3-dihydroquinoxaline-1-carboxylate FC=1C=C2CCN(CC2=CC1NC=1N=CC2=C(N1)N(C(C(=C2)N2CCN(C1=C(C=CC=C21)C)C(=O)OC(C)(C)C)=O)C)C